C(#N)C1=C(C=CC=C1)NC(C1=NC=CC=C1)=O N-(2-cyanophenyl)picolinamide